COC1=C(CN(S(=O)(=O)C2=C(C=C(C=C2F)N2C[C@@]([C@@H](CC2)O)(CCC2=CC(=CC=C2)C(F)(F)F)N(C)C)F)C2=NC=NC=C2)C=CC(=C1)OC N-(2,4-Dimethoxybenzyl)-4-((3R,4R)-3-(dimethylamino)-4-hydroxy-3-(3-(trifluoromethyl)phenethyl)piperidin-1-yl)-2,6-difluoro-N-(pyrimidin-4-yl)benzenesulfonamide